4-[[(5-fluoro-2-methoxy-benzoyl)amino]methyl]benzoic acid FC=1C=CC(=C(C(=O)NCC2=CC=C(C(=O)O)C=C2)C1)OC